n-[o-phosphono-pyridoxyl]-isoleucine CC[C@H](C)C(C(=O)O)NCC1=C(C(=NC=C1COP(=O)(O)O)C)O